(3-Amino-5-bromo-4-methylpyridin-2-yl)(7-fluoro-1-(tetrahydro-2H-pyran-2-yl)-1H-indazol-4-yl)methanone NC=1C(=NC=C(C1C)Br)C(=O)C1=C2C=NN(C2=C(C=C1)F)C1OCCCC1